3,6,15,18-tetraoxa-9,12-dithiaeicosane-1,19-diene C=COCCOCCSCCSCCOCCOC=C